C(C)OC(COC1=NC=CC=C1OC1=C(C=C(C(=C1)N1C(N(C(=CC1=O)C(F)(F)F)C)=O)F)Cl)=O [3-[2-Chloro-4-fluoro-5-(1-methyl-6-trifluoromethyl-2,4-dioxo-1,2,3,4-tetrahydropyrimidin-3-yl)phenoxy]-2-pyridyloxy]acetic acid ethylester